NC1=CC=C(OCCOCCOCCOC2=CC=C(C=C2)N)C=C1 1,2-bis[2-(4-aminophenoxy)ethoxy]ethane